N-formyl-1-(4-methoxyphenyl)-7-oxo-6-[4-(2-oxo-1-piperidyl)phenyl]-4,5-dihydropyrazolo[3,4-c]pyridine-3-carboxamide C(=O)NC(=O)C1=NN(C=2C(N(CCC21)C2=CC=C(C=C2)N2C(CCCC2)=O)=O)C2=CC=C(C=C2)OC